2-(4-amino-4-methylpiperidin-1-yl)-N-(5-cyclopropyl-4-fluoro-1H-pyrazol-3-yl)-6-(piperidin-4-yl)quinazolin-4-amine tri-hydrochloride Cl.Cl.Cl.NC1(CCN(CC1)C1=NC2=CC=C(C=C2C(=N1)NC1=NNC(=C1F)C1CC1)C1CCNCC1)C